1-methyl-8-nitroindolo[2,1-b]quinazoline-6,12-dione CC1=C2C(N3C(=NC2=CC=C1)C(C1=CC(=CC=C13)[N+](=O)[O-])=O)=O